3-hydroxypropionic acid calcium salt [Ca+2].OCCC(=O)[O-].OCCC(=O)[O-]